C(C1=CC=CC=C1)N1CN=C(C=C1)C1=CC=CC=C1 1-benzyl-4-phenylpyrimidine